FC(=CC)C 3-fluoro-2-butene